BrC1=C(C=C(C(=O)N2CC=3N=C(N(C(C3C[C@H]2C)=O)C2=CC=C(C(=O)NC)C=C2)N2N=CC(=C2)C2CC2)C=C1)C(F)(F)F (R)-4-(7-(4-bromo-3-(trifluoromethyl)benzoyl)-2-(4-cyclopropyl-1H-pyrazol-1-yl)-6-methyl-4-oxo-5,6,7,8-tetrahydropyrido[3,4-d]pyrimidin-3(4H)-yl)-N-methylbenzamide